2-trimethylsilylethyl 4-(3-cyano-5-methoxy-4-methoxycarbonyl-phenyl)piperidine-1-carboxylate C(#N)C=1C=C(C=C(C1C(=O)OC)OC)C1CCN(CC1)C(=O)OCC[Si](C)(C)C